methyl 6-cyclopropoxynicotinate C1(CC1)OC1=NC=C(C(=O)OC)C=C1